tert-butyl 4-(5-(5-(4-(2-(2,6-dioxopiperidin-3-yl)-1,3-dioxoisoindolin-4-yl)piperazin-1-yl)pent-1-yn-1-yl)pyridin-2-yl)piperazine-1-carboxylate O=C1NC(CCC1N1C(C2=CC=CC(=C2C1=O)N1CCN(CC1)CCCC#CC=1C=CC(=NC1)N1CCN(CC1)C(=O)OC(C)(C)C)=O)=O